FC1=C(C=CC(=C1F)B1OC(C(O1)(C)C)(C)C)C=1C(=NN(C1)CCCOC)C(F)(F)F 4-[2,3-difluoro-4-(4,4,5,5-tetramethyl-1,3,2-dioxaborolan-2-yl)phenyl]-1-(3-methoxypropyl)-3-(trifluoromethyl)pyrazole